C(C)(C)(C)OC(=O)N1C[C@H](N(CC1)CC1=CC=2C(=C(N=CC2Br)OC)N1S(=O)(=O)C1=CC=C(C=C1)C)C(C)C (3R)-4-[[4-bromo-7-methoxy-1-(p-tolylsulfonyl)pyrrolo[2,3-c]pyridin-2-yl]methyl]-3-isopropyl-piperazine-1-carboxylic acid tert-butyl ester